CC(C(CC)O)O 2,3-pentyleneglycol